3-(3-(tert-butyl)-5-((2-((3,5-di-tert-butyl-4-hydroxyphenyl)thio)propan-2-yl)thio)-2-hydroxyphenyl)-3-methylbutyl (((9H-fluoren-9-yl)methoxy)carbonyl)glycinate C1=CC=CC=2C3=CC=CC=C3C(C12)COC(=O)NCC(=O)OCCC(C)(C)C1=C(C(=CC(=C1)SC(C)(C)SC1=CC(=C(C(=C1)C(C)(C)C)O)C(C)(C)C)C(C)(C)C)O